3-chloro-5-(2-fluorophenoxy)pyridazine ClC=1N=NC=C(C1)OC1=C(C=CC=C1)F